tert-butyl 4-[3-(2-[4-amino-5-bromo-7-methyl-7H-pyrrolo[2,3-d]pyrimidin-6-yl]ethynyl)azetidin-1-yl]piperidine-1-carboxylate NC=1C2=C(N=CN1)N(C(=C2Br)C#CC2CN(C2)C2CCN(CC2)C(=O)OC(C)(C)C)C